2-(p-tolyl)propan C1(=CC=C(C=C1)C(C)C)C